(7-(4-(tert-butyl)phenyl)-3,4-dihydro-quinolin-1(2H)-yl)-8-chloro-7-fluoro-[1,2,4]triazolo[4,3-a]quinazoline C(C)(C)(C)C1=CC=C(C=C1)C1=CC=C2CCCN(C2=C1)C1=NN=C2N1C1=CC(=C(C=C1C=N2)F)Cl